O=C1NC(CCC1C1=NN(C2=CC(=CC=C12)N1CCN(CC1)CCC1CCC(CC1)NC(C1=CC(=C(C=C1)C1=NC=CC(=C1)C1=CC=2C(NCCC2N1)=O)F)=O)C)=O N-[4-[2-[4-[3-(2,6-dioxo-3-piperidyl)-1-methyl-indazol-6-yl]piperazin-1-yl]ethyl]cyclohexyl]-3-fluoro-4-[4-(4-oxo-1,5,6,7-tetrahydropyrrolo[3,2-c]pyridin-2-yl)-2-pyridyl]benzamide